C1(CC1)C1OC(C(CNC1)=O)C 2-cyclopropyl-7-methyl-6-oxo-1,2,3,5,6,7-hexahydro-[1,4]oxazepine